C(C)(C)(C)C=1C=C(C=C(C1O)C)CCC(=O)OCCOCCOCCOC(CCC1=CC(=C(C(=C1)C)O)C(C)(C)C)=O triethylene glycol di(3-(3-tert-butyl-5-methyl-4-hydroxyphenyl) propionate)